2-(5-methoxy-1H-indol-3-yl)-N,N-bis(methyl-d3)ethan-1-amine-1,2,2-d3 COC=1C=C2C(=CNC2=CC1)C(C(N(C([2H])([2H])[2H])C([2H])([2H])[2H])[2H])([2H])[2H]